ClC1=C(C(=CC=C1)Cl)N1C=2N(C3=C(C1=O)C=NC(=N3)NC3=CC=C(C=C3)C3NCCCC3)C=CN2 6-(2,6-dichlorophenyl)-2-{[4-(piperidin-2-yl)phenyl]amino}imidazo[1,2-a]pyrimido[5,4-e]pyrimidin-5(6H)-one